ClC=1C=C2C(=C(C(=NC2=C(C1)C(C)=O)C1CCOCC1)C)O 1-(6-chloro-4-hydroxy-3-methyl-2-tetrahydropyran-4-yl-8-quinolyl)ethanone